C1(CC1)C=1C2=CN(N=C2C=CC1C1=NNC2=NC(=CN=C21)N2C[C@@H]1[C@]([C@@H]1CC2)(C2=C(C=CC=C2)F)CN)C ((1S,6R,7R)-3-(3-(4-cyclopropyl-2-methyl-2H-indazol-5-yl)-1H-pyrazolo[3,4-b]pyrazin-6-yl)-7-(2-fluorophenyl)-3-azabicyclo[4.1.0]heptan-7-yl)methanamine